1-(5-chloro-2-isopropoxy-4-methyl-3-(6-(trifluoromethyl)pyridin-3-yl)phenyl)ethan-1-one ClC=1C(=C(C(=C(C1)C(C)=O)OC(C)C)C=1C=NC(=CC1)C(F)(F)F)C